6-((2-Aminopyrimidin-5-yl)Methyl)-N-(3-(Trifluoromethyl)Phenyl)-4,5,6,7-Tetrahydrothieno[2,3-c]Pyridin-3-Carboxamid NC1=NC=C(C=N1)CN1CC2=C(CC1)C(=CS2)C(=O)NC2=CC(=CC=C2)C(F)(F)F